2-((3-(2,6-dioxopiperidin-3-yl)-1-methyl-1H-indazol-7-yl)oxy)-N-(4-hydroxy-phenethyl)acetamide O=C1NC(CCC1C1=NN(C2=C(C=CC=C12)OCC(=O)NCCC1=CC=C(C=C1)O)C)=O